4-((tert-butyldimethylsilyl)oxy)-2-(hydroxymethyl)pyrrolidine-1-carboxylate [Si](C)(C)(C(C)(C)C)OC1CC(N(C1)C(=O)[O-])CO